tert-Butyl (1-cyclopentyl-3-methyl-2-oxo-2,3-dihydro-1H-imidazo[4,5-c]pyridin-6-yl)(2-methyl-4-((1-methyl-2-nitro-1H-imidazol-5-yl)methoxy)phenyl)carbamate C1(CCCC1)N1C(N(C=2C=NC(=CC21)N(C(OC(C)(C)C)=O)C2=C(C=C(C=C2)OCC2=CN=C(N2C)[N+](=O)[O-])C)C)=O